2-fluoro-N-(2-(furan-2-yl)-5-((methylamino)methyl)phenyl)benzenesulfonamide FC1=C(C=CC=C1)S(=O)(=O)NC1=C(C=CC(=C1)CNC)C=1OC=CC1